ethyl 4-((1-(hydroxymethyl)cyclohexyl)amino)-2-((1-isopropyl-1H-pyrazolo[4,3-c]pyridin-6-yl)amino)pyrimidine-5-carboxylate OCC1(CCCCC1)NC1=NC(=NC=C1C(=O)OCC)NC1=CC2=C(C=N1)C=NN2C(C)C